5-methoxybenzisoxazole COC=1C=CC2=C(C=NO2)C1